methyl 5-(4-methanesulfonylphenyl)-1H-pyrrolo[2,3-b]pyridine-3-carboxylate CS(=O)(=O)C1=CC=C(C=C1)C=1C=C2C(=NC1)NC=C2C(=O)OC